CC1=CC(=O)[C@H]([C@]2([C@H]1C[C@@H]3[C@@]4([C@@H]2[C@H]([C@@H]([C@@H]([C@@H]4[C@H](C(=O)O3)O)CO)O)O)C)C)O The molecule is a quassinoid that is picras-3-ene substituted by hydroxy groups at positions 1, 11, 12, 15 and 21 and oxo groups at positions 2 and 16. Isolated from the ethanol extract of the stem of Brucea mollis, it exhibits cytotoxic activity. It has a role as a plant metabolite and an antineoplastic agent. It is a delta-lactone, an enone, a pentol, an organic heterotetracyclic compound, a quassinoid and a secondary alpha-hydroxy ketone. It derives from a hydride of a picrasane.